N-(5-Cyclopentyl-1H-pyrazol-3-yl)-2-[4-(methylaminomethyl)-2-azabicyclo[2.1.1]hexan-2-yl]-6,7-dihydro-5H-cyclopenta[d]pyrimidin-4-amine C1(CCCC1)C1=CC(=NN1)NC=1C2=C(N=C(N1)N1C3CC(C1)(C3)CNC)CCC2